COC1=CC=C2CN(C(C2=C1)=O)C1C(NC(CC1)=O)=O 3-(6-methoxy-1-oxoisoindolin-2-yl)piperidine-2,6-dione